FC(C=1OC(=NN1)C1=CC(=CC(=C1)C=1N(C=CN1)CC1CCOCC1)F)F 2-(difluoromethyl)-5-(3-fluoro-5-{1-[(oxan-4-yl)methyl]-1H-imidazol-2-yl}phenyl)-1,3,4-oxadiazole